2-chloro-4-fluoro-N-[(3R,4S)-4-fluoro-1-(3,3,3-trifluoropropanoyl)pyrrolidin-3-yl]benzamide ClC1=C(C(=O)N[C@@H]2CN(C[C@@H]2F)C(CC(F)(F)F)=O)C=CC(=C1)F